FC1=CC=C(C=C1)N[C@H]1CC[C@H](CC1)NC(OCC1=CC=CC=C1)=O cis-trans-benzyl (4-((4-fluorophenyl)amino)cyclohexyl)-carbamate